C(#N)N[C@H]1C[C@H](CCC1)C(=O)NC=1SC(=CN1)C1CCCCC1 (1S,3R)-3-(cyanoamino)-N-(5-cyclohexyl-1,3-thiazol-2-yl)cyclohexane-1-carboxamide